ClC1=C(C#N)C=CC(=C1)N1CC2(C[C@@H]1C)CCN(CC2)C2=CC=C(C=C2)C(=O)N2CCC(CC2)CN2CC(N(CC2)C2=CC(=CC=C2)N[C@@H]2C(NC(CC2)=O)=O)=O 2-Chloro-4-((S)-8-(4-(4-((4-(3-(((S)-2,6-dioxopiperidin-3-yl)amino)phenyl)-3-oxopiperazin-1-yl)methyl)piperidine-1-carbonyl)phenyl)-3-methyl-2,8-diazaspiro[4.5]decan-2-yl)benzonitrile